dimethyl-ammonium taurate NCCS(=O)(=O)[O-].C[NH2+]C